C1(=CC=C(C=C1)C=1C=C(C=O)C=CN1)C 2-(p-Tolyl)isonicotinaldehyde